(S)-1-(3-(4-amino-3-((2,6-difluoro-3,5-dimethoxyphenyl)ethynyl)-7-(2-fluorophenyl)-1H-pyrazolo[4,3-c]pyridin-1-yl)pyrrolidin-1-yl)prop-2-en-1-one NC1=NC=C(C2=C1C(=NN2[C@@H]2CN(CC2)C(C=C)=O)C#CC2=C(C(=CC(=C2F)OC)OC)F)C2=C(C=CC=C2)F